O1COC2=C1C=CC(=C2)OC[C@@H]2CNCC[C@H]2C2=CC=C(C=C2)F trans-(-)-3-[(1,3-benzodioxol-5-yloxy)methyl]-4-(4-fluorophenyl)piperidine